(3s,3ar)-2-(3-chloro-4-cyano-phenyl)-3-cyclopentyl-3,3a,4,5-tetrahydro-2H-pyrazolo[3,4-f]quinoline-7-carboxylic acid ClC=1C=C(C=CC1C#N)N1N=C2C=3C=CC(=NC3CC[C@@H]2[C@@H]1C1CCCC1)C(=O)O